CC1(COC2=CC(=CC=C2C1=O)O[C@H](C1=CC=C(C#N)C=C1)C1=CC=NC=C1)C (R,S)-4-(((3,3-Dimethyl-4-oxochroman-7-yl)oxy)(pyridin-4-yl)methyl)benzonitrile